CC1C2=CC=CC=C2C=2C=CC(=CC12)C(=O)O 9-methyl-9H-fluorene-2-carboxylic acid